3,3,3-trifluoro(1,3-benzothiazol-2-yl)propen-2-ol FC(C(=CC=1SC2=C(N1)C=CC=C2)O)(F)F